2,3-bis(2-methoxy-4-nitro-5-sulfophenyl)-5-[(phenylamino)carbonyl]-2H-tetrazole hydroxide [OH-].COC1=C(C=C(C(=C1)[N+](=O)[O-])S(=O)(=O)O)N1NC(=NN1C1=C(C=C(C(=C1)S(=O)(=O)O)[N+](=O)[O-])OC)C(=O)NC1=CC=CC=C1